6-chloroinosine ClC1(C2=NCN([C@H]3[C@H](O)[C@H](O)[C@@H](CO)O3)C2=NC=N1)O